methyl 2-oxo-1-(2,2,2-trifluoroethyl)-1,2-dihydropyridine-4-carboxylate O=C1N(C=CC(=C1)C(=O)OC)CC(F)(F)F